C12(CCC(CC1)CC2)C[C@H]2NC(N(C2=O)C2CC1(CC(C1)OC1=C(C(=O)N)C=CC=N1)C2)=O 2-(((R)-6-(4-(bicyclo[2.2.2]octan-1-ylmethyl)-2,5-dioxoimidazolidin-1-yl)spiro[3.3]heptan-2-yl)oxy)nicotinamide